Cl.Cl.C1CC12CN[C@@H](C2)C(=O)OCC2=CC=CC=C2 Benzyl (6S)-5-azaspiro[2.4]heptane-6-carboxylate hydrochloride HCl